(2-bromo-6-(trifluoromethoxy)phenyl)methanol BrC1=C(C(=CC=C1)OC(F)(F)F)CO